Br[C@@H](C(=O)O)CC1=CC=NC=C1 (R)-2-bromo-3-(pyridin-4-yl)propionic acid